2,3-difluoro-4-methoxystyrene FC1=C(C=C)C=CC(=C1F)OC